3-ketoamphetamine Methyl-(S)-2-amino-3-(6-methoxy-7-methyl-2-oxo-1,2-dihydroquinolin-3-yl)propanoate TFA salt OC(=O)C(F)(F)F.COC([C@H](CC=1C(NC2=CC(=C(C=C2C1)OC)C)=O)N)=O.O=C1CC(CC(N)C)=CC=C1